NC=1C2=C(OC1C(=O)OCC)C=CC1=CC=CC=C12 ethyl 1-amino-naphtho[2,1-b]furan-2-carboxylate